O[C@H]1C(CC2=CC(=C(C=C12)N1CCOCC1)NC(=O)C=1C=NN2C1N=CC=C2)(C)C (S)-N-(1-hydroxy-2,2-dimethyl-6-morpholino-2,3-dihydro-1H-inden-5-yl)pyrazolo[1,5-a]pyrimidine-3-carboxamide